BrC=1C=C(C(=NC1O[C@@H]1CC[C@H](CC1)C(C)C)C)N=CN(C)CC N'-{5-Bromo-6-[(trans-4-isopropylcyclohexyl)oxy]-2-methylpyridine-3-yl}-N-ethyl-N-methylimidoformamide